2-(3-cyanophenyl)-N-(2-hydroxy-2-methyl-propyl)-3-(2-methoxy-6-methyl-4-pyridinyl)imidazo[1,2-b]pyridazine-6-carboxamide C(#N)C=1C=C(C=CC1)C=1N=C2N(N=C(C=C2)C(=O)NCC(C)(C)O)C1C1=CC(=NC(=C1)C)OC